3-methylpropylaminopropyl-trimethyl-ammonium chloride [Cl-].CCCCNCCC[N+](C)(C)C